FC1(CC=C(CC1)C1=NC(=CC(=N1)C=1N=NN(C1)C1=C(C=C(C=C1)NS(=O)(=O)CCO)N1CCC2(CC2)CC1)C)F N-(4-(4-(2-(4,4-difluorocyclohex-1-en-1-yl)-6-methylpyrimidin-4-yl)-1H-1,2,3-triazol-1-yl)-3-(6-azaspiro[2.5]octan-6-yl)phenyl)-2-hydroxyethane-1-sulfonamide